C(C)(C)(C)OC(=O)N1[C@H](CN(C[C@@H]1C)C1=CC=C2C(=NN(C2=C1)C)C1C(NC(CC1)=O)=O)C.C1=CC=CC=2C3=CC=CC=C3N(C12)C1=CC=C(C=C1)C1=CC=C(C=C1)N1C2=CC=CC=C2C=2C=CC=CC12 4,4'-bis[N-carbazolyl]biphenyl tert-butyl-(2S,6S)-4-(3-(2,6-dioxopiperidin-3-yl)-1-methyl-1H-indazol-6-yl)-2,6-dimethylpiperazine-1-carboxylate